NC1=C(C(N(C(N1C)=O)C)=O)C(CC#N)=O 3-(6-amino-1,3-dimethyl-2,4-dioxo-1,2,3,4-tetrahydropyrimidin-5-yl)-3-oxopropionitrile